FC1=CC(=C(C=C1)CC1CC2(CN(C2)C(=O)N2CC3(C2)CC(C3)C3=NN=C(N3)C3(CC3)O)C1)C(F)(F)F [6-[[4-fluoro-2-(trifluoromethyl)phenyl]methyl]-2-azaspiro[3.3]heptan-2-yl]-[6-[5-(1-hydroxycyclopropyl)-4H-1,2,4-triazol-3-yl]-2-azaspiro[3.3]heptan-2-yl]methanone